[(2R,3R,4R,5R,6R)-5-acetamido-3,4-diacetoxy-6-[2-[2-[2-[2-(2-oxoethoxy)ethoxy]-eth-oxy]ethoxy]ethoxy]tetrahydropyran-2-yl]methyl acetate C(C)(=O)OC[C@H]1O[C@H]([C@@H]([C@H]([C@H]1OC(C)=O)OC(C)=O)NC(C)=O)OCCOCCOCCOCCOCC=O